3-(2-chloro-9,9-dimethyl-9H-fluoren-4-yl)dibenzo[b,d]thiophene ClC1=CC=2C(C3=CC=CC=C3C2C(=C1)C=1C=CC2=C(SC3=C2C=CC=C3)C1)(C)C